ClC1=C(OC2=CC=CC3=C2NC(=NS3(=O)=O)NCC3=CC=C(C=C3)C(C)C)C=CC=C1 5-(2-chlorophenoxy)-3-((4-isopropylbenzyl)amino)-4H-benzo[e][1,2,4]thiadiazine 1,1-dioxide